1,4-dimethoxynaphthyl-2-ethylamine COC1=C(C=C(C2=CC=CC=C12)OC)NCC